ClC1=C(C2=C(N=N1)N(CCC2)C=2SC(=C(N2)C(=O)OC)CCCOC2=C(C=C(C=C2)C#CCNC)F)C methyl 2-(3-chloro-4-methyl-6,7-dihydro-5H-pyrido-[2,3-c]pyridazin-8-yl)-5-[3-[2-fluoro-4-[3-(methylamino)prop-1-ynyl]phenoxy]propyl]thiazole-4-carboxylate